2-(4-fluorophenyl)-N-{4-[7-(pyridin-2-yl)-5-{[2-(trimethylsilyl)ethoxy]methyl}-5H-pyrrolo[3,2-c]pyridazin-6-yl]pyridin-2-yl}acetamide FC1=CC=C(C=C1)CC(=O)NC1=NC=CC(=C1)C1=C(C=2N=NC=CC2N1COCC[Si](C)(C)C)C1=NC=CC=C1